5-(5-bromopyridin-3-yl)-1-methylindolin-2-one BrC=1C=C(C=NC1)C=1C=C2CC(N(C2=CC1)C)=O